4-(3-cyclopropyl-5-(2,6-dimethylphenoxy)-1-(2-hydroxy-2-methylpropyl)-1H-pyrazolo[4,3-b]pyridin-6-yl)-N-ethyl-6-methyl-7-oxo-6,7-dihydro-1H-pyrrolo[2,3-c]pyridine-2-carboxamide C1(CC1)C1=NN(C=2C1=NC(=C(C2)C=2C1=C(C(N(C2)C)=O)NC(=C1)C(=O)NCC)OC1=C(C=CC=C1C)C)CC(C)(C)O